COC([C@@H](NC(C)=O)CS)=O N-Acetyl-cysteine methyl ester